2-[3-(aminomethyl)-2-fluoro-6-(trifluoromethyl)phenyl]-6-isopropylpyrimidin-4(3H)-one NCC=1C(=C(C(=CC1)C(F)(F)F)C1=NC(=CC(N1)=O)C(C)C)F